CN1C([C@H]2N(C3=CC=C(C=C13)C(F)(F)F)CCN(C2)C(=O)OC(C)(C)C)=O tert-Butyl (S)-6-methyl-5-oxo-8-(trifluoromethyl)-1,2,4,4a,5,6-hexahydro-3H-pyrazino[1,2-a]quinoxaline-3-carboxylate